C(CCCCCCCCCC)NC(C=C)=O N-undecyl-acrylamide